C(C1=CC=CC=C1)(=O)[C@@]1(C[C@H](OCSC)[C@@H](CO[Si](C)(C)C(C)(C)C)O1)N1C(=O)N=C(N)C=C1 (E)-benzoyl-3'-O-methylthiomethyl-5'-O-tert-butyldimethylsilyl-2'-deoxycytidine